NC1=NC(=NC=C1C=1C(=NC=CC1)Cl)N1C[C@@H]2[C@H](C1)CC(C2)(N)C (3Ar,5r,6as)-2-(4-amino-5-(2-chloropyridin-3-yl)pyrimidin-2-yl)-5-methyl-octahydrocyclopenta[c]pyrrol-5-amine